2-(dimethylamino)-N-(4-hydroxy-3,5-dimethylphenyl)acetamide CN(CC(=O)NC1=CC(=C(C(=C1)C)O)C)C